CC=1N(C=C(N1)C)NC1=C(C=CC=C1)OC (2,4-dimethyl-1H-imidazol-1-yl)-2-methoxyaniline